methyl (3R,5'S)-5'-carbamoyl-1'-(N-(4,6-difluoro-1H-indole-2-carbonyl)-N-methyl-L-leucyl)-2-oxospiro[indoline-3,3'-pyrrolidine]-5-carboxylate C(N)(=O)[C@@H]1C[C@@]2(CN1C([C@@H](N(C)C(=O)C=1NC3=CC(=CC(=C3C1)F)F)CC(C)C)=O)C(NC1=CC=C(C=C12)C(=O)OC)=O